(S)-2-amino-N-(2-(4'-(trifluoromethyl)-[1,1'-biphenyl]-4-yl)ethyl)hexanamide hydrochloride Cl.N[C@H](C(=O)NCCC1=CC=C(C=C1)C1=CC=C(C=C1)C(F)(F)F)CCCC